OC(C#CC=1C=CC2=C(N(C([C@@H](CC2)NC(=O)C2=NC=CC(=C2)OC2=CC=CC=C2)=O)C)C1)(C)C |r| (±)-N-(8-(3-hydroxy-3-methylbut-1-yn-1-yl)-1-methyl-2-oxo-2,3,4,5-tetrahydro-1H-benzo[b]azepin-3-yl)-4-phenoxypyridine-2-carboxamide